S(=O)(=O)([O-])[O-].[K+].N[C@@H](CCCN)C(=O)O.[K+] L-ornithine potassium sulfate